2,2'-Thio-bis(4-methyl-6-tert-butylphenol) S(C1=C(C(=CC(=C1)C)C(C)(C)C)O)C1=C(C(=CC(=C1)C)C(C)(C)C)O